FC(C(=O)O)(F)F.NC1=NC=C(C(=O)NC2=NC(=CC=C2)OC)C=C1 6-amino-N-(6-methoxypyridin-2-yl)nicotinamide trifluoroacetate